ClC=1C=CC=C(C1OC=1C=C2C(=CC(=NC2=CC1)C1=NC=C(C=C1)Br)C)Cl 3,5-dichloro-4-((2-(5-bromopyridin-2-yl)-4-methylquinolin-6-yl)oxy)benzene